[GeH4].[C] carbon german